ClC1=CC2=C(N(C(N=C2N2[C@H](CN(CC2)C(=O)OC(C)(C)C)C)=O)C2=C(C=CC=C2)C(C)C)N=C1Cl (M)-(S)-tert-Butyl 4-(6,7-dichloro-1-(2-isopropylphenyl)-2-oxo-1,2-dihydropyrido[2,3-d]pyrimidin-4-yl)-3-methylpiperazine-1-carboxylate